N-[4-[[(2R)-4-imidazo[1,2-a]pyridin-2-yl-3-oxo-piperazin-2-yl]methyl]phenyl]acetamide N=1C(=CN2C1C=CC=C2)N2C([C@H](NCC2)CC2=CC=C(C=C2)NC(C)=O)=O